N-((S)-2-cyano-1-(4-(ethylsulfonyl)phenyl)ethyl)-4-((2S,4S)-2-((difluoromethoxy)methyl)-4-(4-(trifluoromethoxy)phenoxy)pyrrolidin-1-yl)-3-fluorobenzamide C(#N)C[C@@H](C1=CC=C(C=C1)S(=O)(=O)CC)NC(C1=CC(=C(C=C1)N1[C@@H](C[C@@H](C1)OC1=CC=C(C=C1)OC(F)(F)F)COC(F)F)F)=O